O=C1NC(CCC1C1=NN(C2=CC(=CC=C12)N1C(CNCC1)C(F)(F)F)C)=O 4-[3-(2,6-dioxo-3-piperidyl)-1-methyl-indazol-6-yl]-3-(trifluoromethyl)piperazin